4-[(2R)-2-methoxypropoxy]-2-methylsulfinyl-5-(trifluoromethyl)pyrimidine CO[C@@H](COC1=NC(=NC=C1C(F)(F)F)S(=O)C)C